6-bromo-5-fluoroisoquinolin-1(2H)-one BrC=1C(=C2C=CNC(C2=CC1)=O)F